(6aR)-8-acryloyl-4-chloro-1-(2,2-dimethyl-4-(methylamino)pyrrolidin-1-yl)-3-(2-fluorophenyl)-6,6a,7,8,9,10-hexahydro-12H-pyrazino[2,1-c]pyrido[3,4-f][1,4]oxazepin-12-one C(C=C)(=O)N1C[C@@H]2COC3=C(C(N2CC1)=O)C(=NC(=C3Cl)C3=C(C=CC=C3)F)N3C(CC(C3)NC)(C)C